3-(4-(4-(1-(4-(4-chlorophenoxy)phenyl)-2-isopropyl-1H-imidazol-4-yl)piperidin-1-yl)butyl)-1H-indole-5-carbonitrile ClC1=CC=C(OC2=CC=C(C=C2)N2C(=NC(=C2)C2CCN(CC2)CCCCC2=CNC3=CC=C(C=C23)C#N)C(C)C)C=C1